BrC=1C(=C(C(=O)OC)C(=CC1)CBr)OC methyl 3-bromo-6-(bromomethyl)-2-methoxy-benzoate